4-((tert-butyldimethylsilyl)oxy)but-2-yn-1-ol [Si](C)(C)(C(C)(C)C)OCC#CCO